O=S1(CC(C=C1)NC(=O)C=1C(=NC2=CC=C(C=C2C1)NCC)O)=O N-(1,1-Dioxido-2,3-dihydrothiophen-3-yl)-6-(ethylamino)-2-hydroxyquinoline-3-carboxamide